ClC=1C=C(N)C=CC1 3-chloro-aniline